4-(3-fluorobenzyl)-N-((S)-5-methyl-7-(((S)-1-methyl-5-oxopyrrolidin-2-yl)methoxy)-4-oxo-2,3,4,5-tetrahydrobenzo[b][1,4]oxazepin-3-yl)-1H-pyrazole-1-carboxamide FC=1C=C(CC=2C=NN(C2)C(=O)N[C@@H]2C(N(C3=C(OC2)C=CC(=C3)OC[C@H]3N(C(CC3)=O)C)C)=O)C=CC1